1-(4-nitrophenyl)piperidin-4-ol [N+](=O)([O-])C1=CC=C(C=C1)N1CCC(CC1)O